FC1=C(N(C2=C(C=CC=C2)F)C(CC2(CCN(CC2)C(N(C2=CC=CC=C2)C)=O)C(=O)O)=O)C=CC=C1 4-[2-(2-fluoro-N-(2-fluorophenyl)anilino)-2-oxo-ethyl]-1-[methyl(phenyl)carbamoyl]piperidine-4-carboxylic acid